FC1=C(CN2C(N(C(C23CCN(CC3)C(=O)OC(C)(C)C)=O)C3=NC=CC(=C3)C(F)(F)F)=O)C(=CC=C1)F tert-butyl 1-(2,6-difluorobenzyl)-2,4-dioxo-3-(4-(trifluoromethyl)pyridin-2-yl)-1,3,8-triazaspiro[4.5]decane-8-carboxylate